C(C1=CC=CC=C1)N1C(C=CC(=C1)\C=C\C1=CC(=C(C=C1)OC(F)F)OCC1CC1)=O (E)-1-benzyl-5-(3-(cyclopropylmethoxy)-4-(difluoromethoxy)styryl)pyridin-2(1H)-one